C(C)C1=NN(C2=C1C(NCC1(CCOCC1)C2)=O)C[C@H](COC(C2=CC=C(C=C2)S(N)(=O)=O)=O)C 4-Sulfamoylbenzoic acid [(2R)-3-(3-ethyl-4-oxo-spiro[6,8-dihydro-5H-pyrazolo[4,3-c]azepin-7,4'-tetrahydropyran]-1-yl)-2-methyl-propyl] ester